4,4,4-trifluoro-1-(4-phenoxyphenyl)butane-1,3-dione FC(C(CC(=O)C1=CC=C(C=C1)OC1=CC=CC=C1)=O)(F)F